NC1=NN2C(C=C(C=C2)C=2C(=C(C(=O)NC[C@@H]([C@@H](O)C3=CC=C(C=C3)F)F)C(=CC2)Cl)F)=N1 3-(2-amino-[1,2,4]triazolo[1,5-a]pyridin-7-yl)-6-chloro-2-fluoro-N-((2S,3S)-2-fluoro-3-(4-fluorophenyl)-3-hydroxypropyl)benzamide